N[C@@H](C(=O)O)CC(C)C (2R)-2-amino-4-methyl-pentanoic acid